N[C@H](C(=O)N[C@H](C(=O)OC(C)(C)C)CCC(C=[N+]=[N-])=O)CC1=CC(=CC=C1)F tert-Butyl (S)-2-((S)-2-amino-3-(3-fluorophenyl)propanamido)-6-diazo-5-oxohexanoate